C(C)(C)(C)OC(=O)N1C(C2=C(CC1)NC(=C2NC2=CC=CC=C2)C2=CC=C(C=C2)C(F)(F)F)=O 4-oxo-3-(phenylamino)-2-(4-(trifluoromethyl)phenyl)-1,4,6,7-tetrahydro-5H-pyrrolo[3,2-c]pyridine-5-carboxylic acid tert-butyl ester